2-[[1-[3-(cyclobutyl)-5-fluorophenyl]-5-isobutylpyrazol-3-yl]amino]-5-(thiophen-2-yl)nicotinic acid C1(CCC1)C=1C=C(C=C(C1)F)N1N=C(C=C1CC(C)C)NC1=C(C(=O)O)C=C(C=N1)C=1SC=CC1